CC=1CC(C(C(C1)C)C)C=O 3,5,6-trimethylcyclohex-3-en-1-carbaldehyde